CC1(OB(OC1(C)C)C1=CC(=C(C=C1)[N+](=O)[O-])C)C 4,4,5,5-tetramethyl-2-(3-methyl-4-nitrophenyl)-1,3,2-dioxaborolane